FC1=CC=C(C=C1)N1C(=CC2=C1C=C1C=NNC1=C2)C2CCOCC2 5-(4-fluorophenyl)-6-(tetrahydro-2H-pyran-4-yl)pyrrolo[2,3-f]indazol